C1(CC1)COC1=CC=C(C=C1)C1(CC1)C(=O)N1[C@@H](CCC1)C(=O)N[C@H](C#C)CC(=O)N (2S)-1-[1-[4-(Cyclopropylmethoxy)phenyl]cyclopropanecarbonyl]-N-[(1S)-1-(2-amino-2-oxo-ethyl)prop-2-ynyl]pyrrolidine-2-carboxamide